C(CCCCCCC\C=C/CCCCCCCC)(=O)[C@@H](C(CN(C)C)C(CCCCCCC\C=C/CCCCCCCC)=O)[NH2+]CCO |r| DL-1,2-dioleoyl-3-dimethylaminopropyl-hydroxyethylammonium